3-bromo-2-(2-chloro-6-methylphenoxy)-5-nitropyridine BrC=1C(=NC=C(C1)[N+](=O)[O-])OC1=C(C=CC=C1C)Cl